ClC1=CC=C(S1)CNC1=CC(=NN1C(C(C)(C)C)=O)C1CCN(CC1)CC1=NC=CC=C1 1-(5-[(5-chlorothiophen-2-yl)methyl]amino-3-[1-(pyridin-2-ylmethyl)piperidin-4-yl]-1H-pyrazol-1-yl)-2,2-dimethylpropan-1-one